(R)-3-(3-bromophenyl)-2-methylpropanoic acid tert-butyl ester C(C)(C)(C)OC([C@@H](CC1=CC(=CC=C1)Br)C)=O